4-(2-Cyclopropyl-6-(4-fluoro-6-(((3aR,6aR)-hexahydro-1H-furo[3,4-b]pyrrol-1-yl)methyl)-1-oxoisoindolin-2-yl)pyridin-4-yl)-3-(4-methyl-4H-1,2,4-triazol-3-yl)benzonitrile C1(CC1)C1=NC(=CC(=C1)C1=C(C=C(C#N)C=C1)C1=NN=CN1C)N1C(C2=CC(=CC(=C2C1)F)CN1[C@@H]2[C@@H](CC1)COC2)=O